2-(diethylcarbamoylamino)-4-[2-(2,5-dimethylpyrazol-3-yl)oxyethyl-[4-(5,6,7,8-tetrahydro-1,8-naphthyridin-2-yl)butyl]amino]butanoic acid C(C)N(C(=O)NC(C(=O)O)CCN(CCCCC1=NC=2NCCCC2C=C1)CCOC=1N(N=C(C1)C)C)CC